C1(=CC=CC=C1)[C@@H]1N2C(COC1)=NC1=C2C=C(C=C1)C=1C=NC(=NC1)N1CCS(CC1)(=O)=O (S)-4-(5-(4-phenyl-3,4-dihydro-1H-benzo[4,5]imidazo[2,1-c][1,4]oxazin-7-yl)pyrimidin-2-yl)thiomorpholin 1,1-dioxide